Tert-Butyl-3-(3-bicyclo[1.1.1]pentanylmethoxy)pyrazole C(C)(C)(C)C=1C(=NNC1)OCC12CC(C1)C2